bis-guanidinoethylamine N(C(=N)N)CCNCCNC(=N)N